C(CCCCCCCCC)CCC(=S)OCC(COC(CCCCCCCCCCCC)=S)(COC(CCCCCCCCCCCC)=S)COC(CCCCCCCCCCCC)=S pentaerythritol tetra(3-decylthiopropionate)